methyl 2,3-dibromoacrylate BrC(C(=O)OC)=CBr